CC1=C(C=C(C(=O)NC2=C(C=C(C=C2)N2CCN(CC2)C)C(F)(F)F)C=C1)NC1=NC=CC(=N1)C=1C=NC=C(C1)C1=NN(C=C1)C 4-Methyl-N-[4-(4-methyl-piperazin-1-yl)-2-trifluoromethyl-phenyl]-3-{4-[5-(1-methyl-1H-pyrazol-3-yl)-pyridin-3-yl]-pyrimidin-2-ylamino}-benzamide